[6-chloro-3-[(2S)-2-(hydroxymethyl)morpholin-4-yl]pyridazin-4-yl]methanol ClC1=CC(=C(N=N1)N1C[C@H](OCC1)CO)CO